3-((3'-(3-((S)-2-hydroxy-3-(3-(N-methylsulfamoyl)phenoxy)propylamino)-1-oxa-8-azaspiro[4.5]decan-8-ylsulfonyl)biphenyl-4-yl)methylamino)-3-oxopropanoic acid O[C@@H](CNC1COC2(C1)CCN(CC2)S(=O)(=O)C=2C=C(C=CC2)C2=CC=C(C=C2)CNC(CC(=O)O)=O)COC2=CC(=CC=C2)S(NC)(=O)=O